F[C@]1(CN(CC[C@]1(O)C)C1=NC=CC(=N1)NC=1N=CC2=C(N=CC(=C2C1)C(C)C)N1[C@@H]([C@H](C1)O)C)C (3S,4R)-3-fluoro-1-(4-((8-((2R,3S)-3-hydroxy-2-methylazetidin-1-yl)-5-isopropyl-2,7-naphthyridin-3-yl)amino)pyrimidin-2-yl)-3,4-dimethylpiperidin-4-ol